2-{[9-(4-Butylphenyl)nonanoyl](4-methoxybenzyl)amino}ethyl dihydrogen phosphate ammonium salt [NH4+].P(=O)(OCCN(CC1=CC=C(C=C1)OC)C(CCCCCCCCC1=CC=C(C=C1)CCCC)=O)(O)O